C(C)OC(\C=C(/C(F)(F)F)\C1=NC(=CC=C1)Br)=O.C(C)(C)(C)C1=CC=C(C=C1)C1=NC=CC=C1 2-(4-tert-butylphenyl)pyridine (Z)-ethyl-3-(6-bromopyridin-2-yl)-4,4,4-trifluorobut-2-enoate